[Cr](C)(=O)O[Cr](C)=O chromaacetic anhydride